(3R)-3-({2-[4-methoxy-2-(trifluoromethoxy)phenyl][1,2,4]triazolo[1,5-c]quinazolin-5-yl}amino)azepan-2-one COC1=CC(=C(C=C1)C1=NN2C(=NC=3C=CC=CC3C2=N1)N[C@H]1C(NCCCC1)=O)OC(F)(F)F